C1(CC1)C=1N=NN(C1)[C@H](C(=O)N1[C@@H](C[C@H](C1)O)C(=O)NCC1=CSC=C1C(F)(F)F)C(C)(C)C (2S,4r)-1-[(2S)-2-(4-cyclopropyl-triazol-1-yl)-3,3-dimethyl-butyryl]-4-hydroxy-N-[[4-(trifluoromethyl)-3-thienyl]methyl]pyrrolidine-2-carboxamide